6-(4-acrylamidophenyl)-7-(4-((6-methylpyridin-2-yl)oxy)phenyl)-3-(oxetan-3-yl)pyrrolo[1,2-a]pyrazine-8-carboxamide C(C=C)(=O)NC1=CC=C(C=C1)C1=C(C(=C2N1C=C(N=C2)C2COC2)C(=O)N)C2=CC=C(C=C2)OC2=NC(=CC=C2)C